perfluoro(2,4-dimethyl-1,3-Dioxolane) FC1(OC(C(O1)(C(F)(F)F)F)(F)F)C(F)(F)F